1,1,1-trichlorotrifluoroethane ClC(C(F)(F)F)(Cl)Cl